5-(4-trifluoromethylphenyl)-5,6-dihydropyrido[2,3-d]pyrimidine-4,7(3H,8H)-dione FC(C1=CC=C(C=C1)C1CC(NC=2N=CNC(C21)=O)=O)(F)F